C1(CC1)OC=1C=C(C=CC1)C1=CC(=NN1C1=C(C=CC=C1)C)COC(C(=O)OC)(C)C Methyl 2-([5-(3-cyclopropoxyphenyl)-1-(2-methylphenyl)-1H-pyrazol-3-yl]methoxy)-2-methylpropanoate